bis(2,2,6,6-tetramethyl-1-(octyloxy)-4-piperidinyl) sebacate C(CCCCCCCCC(=O)OC1CC(N(C(C1)(C)C)OCCCCCCCC)(C)C)(=O)OC1CC(N(C(C1)(C)C)OCCCCCCCC)(C)C